NC1=CC=C(C=N1)C=1C=C(C=CC1)S(=O)(=O)N1CCC2(CC(CO2)NC[C@@H](COC=2C=C(C=CC2)S(=O)(=O)N(C)C)O)CC1 3-((2S)-3-(8-(3-(6-aminopyridin-3-yl)phenylsulfonyl)-1-oxa-8-azaspiro[4.5]dec-3-ylamino)-2-hydroxypropoxy)-N,N-dimethylbenzenesulfonamide